FC(C(=O)N1[C@H](CCC1)C(=O)Cl)(F)F R-(-)-N-(trifluoroacetyl)-prolyl chloride